5-(3-Ethynyl-phenyl)-1H-tetrazole C(#C)C=1C=C(C=CC1)C1=NN=NN1